C(=O)OC1=CC=C(C=C1)OC=O p-phenylene diformate